ClC=1C=CC(=C(C1)C1=CC(N(C=C1OC)[C@H](C(=O)NC=1C=CC(=NC1)C(=O)NC)CCC)=O)N1N=NC(=C1)C(F)F 5-({(2S)-2-[4-{5-chloro-2-[4-(difluoromethyl)-1H-1,2,3-triazol-1-yl]phenyl}-5-methoxy-2-oxopyridin-1(2H)-yl]pentanoyl}amino)-N-methylpyridine-2-carboxamide